methyl 2-(pyridin-4-yl)-2-azaspiro[3.3]heptane-6-carboxylate N1=CC=C(C=C1)N1CC2(C1)CC(C2)C(=O)OC